6-bromo-N'-[4-[tert-butyl(dimethyl)silyl]oxy-2-ethyl-phenyl]-4-(oxetan-3-ylamino)pyrrolo[1,2-b]pyridazine-3-carboxamidine BrC=1C=C2N(N=CC(=C2NC2COC2)C(=NC2=C(C=C(C=C2)O[Si](C)(C)C(C)(C)C)CC)N)C1